ClC1=NC(=C(C(=N1)C1=CC=CC=C1)C#N)C1=CC=CC=C1 2-chloro-4,6-diphenyl-5-pyrimidinecarbonitrile